5-(trifluoromethyl)-[1,1'-biphenyl]-3-amine FC(C=1C=C(C=C(C1)C1=CC=CC=C1)N)(F)F